Tris(trimethylsilyl)α-aminoadipic acid C[Si](C)(C)C(C(C(=O)O)(N)[Si](C)(C)C)(CCC(=O)O)[Si](C)(C)C